BrC1=CN=C(N(C1=O)CC(=O)OC(C)(C)C)S(=O)C tert-butyl 2-(5-bromo-2-methylsulfinyl-6-oxo-pyrimidin-1-yl)acetate